C(#N)C=1C(=NC(=NC1)N[C@@H]1C[C@@H](CCC1)N1C=NC=2C1=NC=C(C2)C#N)C=2C=NN(C2)CC(F)F 3-((1R,3S)-3-((5-cyano-4-(1-(2,2-difluoroethyl)-1H-pyrazol-4-yl)pyrimidin-2-yl)amino)cyclohexyl)-3H-imidazo[4,5-b]pyridine-6-carbonitrile